F[C@@H]1C[C@H](N(C1)C(CC1=NOC(=N1)C)=O)C(=O)N[C@H](C1=CC=C(C=C1)C(C)C)C1=CC=CC=C1 (2S,4R)-4-fluoro-1-[2-(5-methyl-1,2,4-oxadiazol-3-yl)acetyl]-N-[(S)-phenyl[4-(propan-2-yl)phenyl]methyl]pyrrolidine-2-carboxamide